BrCC(O[Si](C)(C)C(C)(C)C)C1=C(C2=C(NC(OC2)=O)C(=C1)F)F 6-(2-bromo-1-((tert-butyldimethylsilyl)oxy)ethyl)-5,8-difluoro-1,4-dihydro-2H-benzo[d][1,3]oxazin-2-one